C(#N)CS(=O)(=O)NC=1C(=NC=C(C1)C1=CC=2C3=C(C=NC2C=C1)N(C(C31CCC1)=O)C)OCCCN(C)C 1-Cyano-N-(2-(3-(dimethylamino)propoxy)-5-(3'-methyl-2'-oxo-2',3'-dihydrospiro[cyclobutane-1,1'-pyrrolo[2,3-c]quinolin]-8'-yl)pyridin-3-yl)methanesulfonamide